ClC=1C=C2C(=NC(=NC2=C(C1C1=C2C=NNC2=CC=C1C)F)NCC(F)(F)F)N1CCN(CC1)C(C=C)=O 1-(4-(6-chloro-8-fluoro-7-(5-methyl-1H-indazol-4-yl)-2-(2,2,2-trifluoroethylamino)quinazolin-4-yl)piperazin-1-yl)prop-2-en-1-one